2-dimethylamino-2,4,6,8,10-pentamethylcyclopentasiloxane CN([Si]1(O[SiH](O[SiH](O[SiH](O[SiH](O1)C)C)C)C)C)C